C(C)(C)(C)OC(=O)N1[C@@H](C[C@@H](C1)OC1=NC=C(C=C1)N1N=CC=C1)COC(F)F (2S,4S)-4-((5-(1H-pyrazol-1-yl)pyridin-2-yl)oxy)-2-((difluoromethoxy)methyl)pyrrolidine-1-carboxylic acid tert-butyl ester